di-tert-butyl 2-(2-heptanylallyl)-2-(2-octyloxycarbonylallyl)-malonate C(CCCCCC)C(CC(C(=O)OC(C)(C)C)(C(=O)OC(C)(C)C)CC(=C)C(=O)OCCCCCCCC)=C